2-{[(1S)-1-{4-[(4,4-Difluoropiperidin-1-yl)carbonyl]phenyl}ethyl]amino}-8-(2,2-dimethylpropyl)pyrido[2,3-d]pyrimidin-7(8H)-on FC1(CCN(CC1)C(=O)C1=CC=C(C=C1)[C@H](C)NC=1N=CC2=C(N1)N(C(C=C2)=O)CC(C)(C)C)F